(R)-4-Methoxy-2-((1-(1-methyl-5-nitro-1H-benzo[d]imidazol-2-yl)piperidin-3-yl)amino)pyrimidine-5-carbonitrile COC1=NC(=NC=C1C#N)N[C@H]1CN(CCC1)C1=NC2=C(N1C)C=CC(=C2)[N+](=O)[O-]